COC(CN1CCC(CC1)O)OC 1-(2,2-Dimethoxyethyl)piperidin-4-ol